(1s,4s)-4-(5-fluoro-7-methyl-3-oxo-1,3-dihydro-2H-indazol-2-yl)-N-(3-methoxy-4-methylphenyl)cyclohexane-1-carboxamide FC=1C=C2C(N(NC2=C(C1)C)C1CCC(CC1)C(=O)NC1=CC(=C(C=C1)C)OC)=O